2,6-dichloro-3-(2-methyl-1H-indol-3-yl)-5-(methylamino)cyclohexane-2,5-diene-1,4-dione ClC=1C(C(=C(C(C1C1=C(NC2=CC=CC=C12)C)=O)NC)Cl)=O